C(=O)C1=C(C=CC(=C1)C(=O)O)C1=CC=CC=C1 formylbiphenyl-4-formic acid